(2-((3r,5r,7r)-adamantan-1-yl)ethyl)-7-(3-((3-((1r,4r)-4-hydroxycyclohexyl)-4-imino-5,6-diphenyl-3,4-dihydro-7H-pyrrolo[2,3-d]pyrimidin-7-yl)methyl)phenyl)hept-6-ynamide C12(CC3CC(CC(C1)C3)C2)CCC(C(=O)N)CCCC#CC2=CC(=CC=C2)CN2C(=C(C3=C2N=CN(C3=N)C3CCC(CC3)O)C3=CC=CC=C3)C3=CC=CC=C3